4-fluoro-5-((5-(3-(5-isopropyloxazol-2-yl)cyclopentyl)-1H-pyrazol-3-yl)amino)-2,3-dihydrobenzo[d]isothiazole 1,1-dioxide FC1=C(C=CC2=C1CNS2(=O)=O)NC2=NNC(=C2)C2CC(CC2)C=2OC(=CN2)C(C)C